4-(bis(4-methoxybenzyl)amino)-2-butoxy-7-hydroxy-8-(4-(pyrrolidin-1-ylmethyl)benzyl)-7,8-dihydropyrido[3,2-d]pyrimidin-6(5H)-one COC1=CC=C(CN(C=2C3=C(N=C(N2)OCCCC)C(C(C(N3)=O)O)CC3=CC=C(C=C3)CN3CCCC3)CC3=CC=C(C=C3)OC)C=C1